ClC=1C=NNC1C(F)(F)F 4-chloro-5-(trifluoromethyl)pyrazol